2-((S)-1-acryloyl-4-(6-((3-hydroxynaphthalen-1-yl)methyl)-2-(((S)-1-methylpyrrolidin-2-yl)methoxy)-6,7-dihydro-5H-pyrrolo[3,4-d]pyrimidin-4-yl)piperazin-2-yl)acetonitrile C(C=C)(=O)N1[C@H](CN(CC1)C=1C2=C(N=C(N1)OC[C@H]1N(CCC1)C)CN(C2)CC2=CC(=CC1=CC=CC=C21)O)CC#N